Ethyl (E)-4-{[3-(3-chloro-10,11-dihydro-5H-dibenzo[b,f]azepin-5-yl)3-oxopropyl]amino}but-2-enoate maleate C(\C=C/C(=O)O)(=O)O.ClC=1C=CC2=C(N(C3=C(CC2)C=CC=C3)C(CCNC/C=C/C(=O)OCC)=O)C1